OC1CC(N(C(C1)(C)C)C(C)=O)(C)C 1-(4-hydroxy-2,2,6,6-tetramethyl-1-piperidyl)ethanone